(2R,3R,4S,5R,6R)-4-(4-(2,3-difluoro-4-methylphenyl)-1H-1,2,3-triazol-1-yl)-2-(hydroxymethyl)-5-methoxy-6-((1-(1-methylcyclopropyl)-1H-1,2,3-triazol-4-yl)methyl)tetrahydro-2H-pyran-3-ol FC1=C(C=CC(=C1F)C)C=1N=NN(C1)[C@H]1[C@H]([C@H](O[C@@H]([C@@H]1OC)CC=1N=NN(C1)C1(CC1)C)CO)O